C1(CC1)OC1=CC=C(N)C=C1 4-(cyclopropoxy)aniline